CC1=C(C=CC(=C1)C)C1=NC(=NC(=N1)C1=C(C=C(C=C1)C)C)C1=C(C=C(C=C1)O)O 4,6-bis(2,4-dimethylphenyl)-2-(2,4-dihydroxyphenyl)-s-triazine